ClC1=C(OC2=C(C=C3C=NN(C3=C2)C)C(=O)N)C=CC(=C1)OCCOC1CCOCC1 6-[2-chloro-4-(2-tetrahydropyran-4-yloxyethoxy)phenoxy]-1-methyl-indazole-5-carboxamide